2-hydroxy-acrylate OC(C(=O)[O-])=C